FC(CCNC(C1=CN=C(C=C1)C)=O)(C1=CC=C(C=C1)C1=C(C=CC=C1)F)F N-(3,3-difluoro-3-(2'-fluoro-[1,1'-biphenyl]-4-yl)propyl)-6-methylnicotinamide